BrC1=C(C=C(C=C1)C(F)(F)F)OC(F)F 1-bromo-2-(difluoromethoxy)-4-(trifluoromethyl)benzene